[2-[4-[3-[1-(5-chloropyrimidin-2-yl)-4-piperidinyl]propoxy]-2,6-difluoro-phenyl]acetyl]azetidine-3-carboxylic acid ClC=1C=NC(=NC1)N1CCC(CC1)CCCOC1=CC(=C(C(=C1)F)CC(=O)N1CC(C1)C(=O)O)F